7-methoxy-4'-hydroxyflavonol COC1=CC=C2C(C(=C(OC2=C1)C1=CC=C(C=C1)O)O)=O